methyl (S)-2-(4-(6-((4-chloro-2-fluorobenzyl)oxy)pyridin-2-yl)phenoxy)-1-(oxetan-2-ylmethyl)-1H-benzo[d]imidazole-6-carboxylate ClC1=CC(=C(COC2=CC=CC(=N2)C2=CC=C(OC3=NC4=C(N3C[C@H]3OCC3)C=C(C=C4)C(=O)OC)C=C2)C=C1)F